C(C)OC=1C=C(C=CC1OC)C(CS(=O)(=O)C)N 1-(3-ethoxy-4-methoxyphenyl)-2-(methylsulfonyl)ethan-1-amine